1,2-dicyanopropylene oxide C(#N)C1C(C)(C#N)O1